5-ethyl-3-methyloctane C(C)C(CC(CC)C)CCC